N[C@@H](C(=O)N[C@H](C)[C@@H]1[C@H]2[C@H](C(=C(N2C1=O)C(=O)O)S[C@@H]1CN[C@@H](C1)C(N(C)C)=O)C)CC(C)C (4R,5S,6R)-6-((R)-1-((R)-2-Amino-4-methylpentanamido)ethyl)-3-((3S,5S)-5-(dimethylcarbamoyl)pyrrolidin-3-ylthio)-4-methyl-7-oxo-1-azabicyclo[3.2.0]hept-2-ene-2-carboxylic acid